4-((5-(3,5-dimethylisoxazol-4-yl)-2-methylphenyl)(5-hydroxypentyl)amino)phenylcyclopropanecarbonitrile CC1=NOC(=C1C=1C=CC(=C(C1)N(C1=CC=C(C=C1)C1(CC1)C#N)CCCCCO)C)C